tert-butyl 6-(4-((2R,3S,4S,5R)-3-(3,4-difluoro-2-methoxyphenyl)-4,5-dimethyl-5-(trifluoromethyl)tetrahydrofuran-2-carboxamido) picolinoyl)-1,6-diazaspiro[3.3]heptane-1-carboxylate FC=1C(=C(C=CC1F)[C@H]1[C@@H](O[C@]([C@H]1C)(C(F)(F)F)C)C(=O)NC1=CC(=NC=C1)C(=O)N1CC2(CCN2C(=O)OC(C)(C)C)C1)OC